FC(C1=C(C=CC=C1)O)(F)F 2-trifluoromethylphenol